N-(2-aminoethyl)-N-phenylaniline NCCN(C1=CC=CC=C1)C1=CC=CC=C1